1-((2R,5S)-4-((R)-6-chloro-7-(3,5-dimethyl-1H-indazol-4-yl)-2-(3-(dimethylamino)azetidin-1-yl)-8-fluoroquinazolin-4-yl)-2,5-dimethylpiperazin-1-yl)prop-2-en-1-one ClC=1C=C2C(=NC(=NC2=C(C1C1=C2C(=NNC2=CC=C1C)C)F)N1CC(C1)N(C)C)N1C[C@H](N(C[C@@H]1C)C(C=C)=O)C